1-benzyl-N-[4-[2-chloro-3-(4-methylpiperazin-1-yl)phenoxy]-5-ethyl-6-(2-isopropoxyphenyl)pyrimidin-2-yl]pyrazole-4-sulfonamide C(C1=CC=CC=C1)N1N=CC(=C1)S(=O)(=O)NC1=NC(=C(C(=N1)OC1=C(C(=CC=C1)N1CCN(CC1)C)Cl)CC)C1=C(C=CC=C1)OC(C)C